C(C)C1=NC(=CC=C1N1C[C@H](CC(C1)(F)F)CC(=O)O)C=1N=NN(C1CN1C(C=CC(=C1)OC(F)(F)F)=O)C (S)-2-(1-(2-ethyl-6-(1-methyl-5-((2-oxo-5-(trifluoromethoxy)pyridin-1(2H)-yl)methyl)-1H-1,2,3-triazol-4-yl)pyridin-3-yl)-5,5-difluoropiperidin-3-yl)acetic acid